Acetoxymethyl 2-(((1-acetoxyethoxy)carbonyl)oxy)-1,1,3,3-tetraethylisoindoline-5-carboxylate C(C)(=O)OC(C)OC(=O)ON1C(C2=CC=C(C=C2C1(CC)CC)C(=O)OCOC(C)=O)(CC)CC